B(OC1=C(C=CC=C1)C)(OC1=C(C=CC=C1)C)OC1=C(C=CC=C1)C tri-o-cresyl borate